2-fluoro-1-(3-(3-(4-(trifluoro-methyl)phenyl)-1H-indazol-1-yl)azetidin-1-yl)prop-2-en-1-one FC(C(=O)N1CC(C1)N1N=C(C2=CC=CC=C12)C1=CC=C(C=C1)C(F)(F)F)=C